6-N-[(3-aminooxolan-3-yl)methyl]-1-methyl-4-N-[4-(trifluoromethyl)phenyl]pyrazolo[3,4-d]pyrimidine-4,6-diamine NC1(COCC1)CNC1=NC(=C2C(=N1)N(N=C2)C)NC2=CC=C(C=C2)C(F)(F)F